(S)-4-bromo-2-chloromethyl-1-((oxetan-2-yl)methyl)-1H-benzoimidazole-6-carboxylic acid methyl ester COC(=O)C=1C=C(C2=C(N(C(=N2)CCl)C[C@H]2OCC2)C1)Br